CC1=C(C=CC(=C1)C2=NOC(=N2)C)C3=CC=C(C=C3)C(=O)NC4=CC(=C(C=C4)OC)N5CC[NH+](CC5)C The molecule is an organic cation obtained via selective monoprotonation of the piperazine ring of GR 127935. It is an ammonium ion derivative and an organic cation. It is a conjugate acid of a GR 127935.